3-((S)-1,4-dioxaspiro[4.5]decan-2-yl)propan-1-one O1[C@H](COC12CCCCC2)CCC=O